triethoxyundecylenic acid C(C)OC(=C(CCCCCCCCC(=O)O)OCC)OCC